C(C)(C)(C)N1N=C(C(=C1C)O)C1=CC(=C(C=C1F)F)F 1-(tert-Butyl)-3-(3,4,6-trifluorophenyl)-5-methyl-pyrazol-4-ol